C(CC(O)(C(=O)O)CC(=O)O)(=O)O.ClC=1C=C(SC1F)CC[C@@]1(CN(CC1)C(C)(C)C=1C=CC(=NC1)C)COCC |o1:22| (R or S)-5-(2-(3-(2-(4-chloro-5-fluorothiophen-2-yl)ethyl)-3-(ethoxymethyl)pyrrolidin-1-yl)propan-2-yl)-2-methylpyridine citrate